(1-(1-methoxyisoquinoline-5-yl)-5-(trifluoromethyl)-1H-pyrazol-4-yl)-2-(trifluoromethyl)isonicotinamidine COC1=NC=CC2=C(C=CC=C12)N1N=CC(=C1C(F)(F)F)C1=C(C(=N)N)C=CN=C1C(F)(F)F